O1C(=CC=C1)C1=CC=NC=C1 4-(2-furyl)pyridine